C[C@@H]1N(CCC1)CC1=NC2=C(N1)C=CC(=C2)NC(=O)C2=CC=C(C=C2)C=2C=CC(=NC2)CCC2CCN(CC2)C(=O)OC(C)(C)C tert-butyl (S)-4-(2-(5-(4-((2-((2-methylpyrrolidin-1-yl)methyl)-1H-benzo[d]imidazol-5-yl)carbamoyl)phenyl)pyridin-2-yl)ethyl)piperidine-1-carboxylate